chloro-5-[(7S)-2-chloro-6-methyl-spiro[5,8-dihydropyrido[4,3-d]pyrimidine-7,1'-tetralin]-4-yl]-N,N-dimethyl-4,6,7,8-tetrahydropyrazolo[1,5-a][1,4]diazepine-2-carboxamide ClC=1C(=NN2C1CN(CCC2)C=2C1=C(N=C(N2)Cl)C[C@]2(CCCC3=CC=CC=C23)N(C1)C)C(=O)N(C)C